C1(CC1)C1=NC=NC(=C1C1=NC=2N(C(C=NC2C=N1)=O)CC1=CC(=C(C=C1)C=1N(C=C(N1)C(F)(F)F)C(C)C)OC)OC 2-(4-cyclopropyl-6-methoxypyrimidin-5-yl)-8-({4-[1-isopropyl-4-(trifluoromethyl)imidazol-2-yl]-3-methoxyphenyl}methyl)pteridin-7-one